Cl.C[C@@]1(CNCC1)CO ((R)-3-methyl-pyrrolidin-3-yl)-methanol, hydrochloride